CC(CO)(CO)N aminoglycol